C(C)(C)NC(=O)C1CCC(CC1)C1=CC(=NN1)NC(CC1=CC(=NO1)C)=O (1r,4r)-N-isopropyl-4-(3-(2-(3-methylisoxazol-5-yl)acetamido)-1H-pyrazol-5-yl)cyclohexane-1-carboxamide